C(C)N(C=NC1=C(C(=C(C(=C1)C)C(CC(C)(C)C)O)C)C)C N-ethyl-N'-(4-(1-hydroxy-3,3-dimethylbutyl)-2,3,5-trimethylphenyl)-N-methylformamidine